C(=C)C1(C(CCCC1)O)O (2-vinyl)-1,2-Cyclohexandiol